German magnesium [Mg].[GeH4]